FC1CN(C1)CCC1=NN(C(C=C1C(F)(F)F)=O)[C@H](C(=O)N)CC(C)C (S)-2-(3-(2-(3-fluoroazetidin-1-yl)Ethyl)-6-oxo-4-(trifluoromethyl)pyridazin-1(6H)-yl)-4-methylpentanamide